CN1C(CCC2=CC(=CC=C12)C=1C=C(C=NC1)OCCNC(=O)C=1C(=NOC1C)C)=O 3,5-Dimethyl-isoxazole-4-carboxylic acid {2-[5-(1-methyl-2-oxo-1,2,3,4-tetrahydro-quinolin-6-yl)-pyridin-3-yloxy]-ethyl}-amide